BrC1=CC(=C(C=C1)O)C=NC1=CC=C(C=C1)Cl 4-bromo-2-((4-chlorophenylimino)meth-yl)phenol